2-[3-[(5-bromo-2-pyridyl)oxy]cyclobutoxy]ethyl 4-methylbenzenesulfonate CC1=CC=C(C=C1)S(=O)(=O)OCCOC1CC(C1)OC1=NC=C(C=C1)Br